para-dimethylaminobenzaldehyde CN(C1=CC=C(C=O)C=C1)C